O1C[C@H](CC1)NC=1C=CC=C2CCN(CC12)C(=O)OC(C)(C)C tert-butyl (S)-8-((tetrahydrofuran-3-yl) amino)-3,4-dihydroisoquinoline-2(1H)-carboxylate